C1(CC1)C=1C(=NSC1C(=O)OCC)C1=CC=CC=2N1C=CN2 ethyl 4-cyclopropyl-3-{imidazo[1,2-a]pyridin-5-yl}-1,2-thiazole-5-carboxylate